O1C(CCCC1)ONC(=O)C12CN(CC(CC1)N2C(C2=CC=C(C=C2)OC2=CC=C(C=C2)OC(F)(F)F)=O)C(=O)OCCOC 2-methoxyethyl 1-(((tetrahydro-2H-pyran-2-yl)-oxy)carbamoyl)-8-(4-(4-(trifluoromethoxy)phenoxy)benzoyl)-3,8-diazabicyclo[3.2.1]octane-3-carboxylate